N1=C(N=C(N=C1)C1=CC=CC=2C3=CC=CC=C3NC12)C1=CC=CC=2C3=CC=CC=C3NC12 1,3,5-triazine-2,4-diyl-bis(9H-carbazole)